3-Amino-7-chloro-4-(7-fluoro-1H-indazol-4-yl)-8-methyl-1H-1,5-naphthyridin-2-one NC=1C(NC2=C(C(=CN=C2C1C1=C2C=NNC2=C(C=C1)F)Cl)C)=O